1-(4-bromo-5-(4-chloro-2-methylphenyl)thiophen-2-yl)-2,2,2-trifluoroethan-1-ol BrC=1C=C(SC1C1=C(C=C(C=C1)Cl)C)C(C(F)(F)F)O